((2R,3R,4S,5R)-3,4-dihydroxy-5-((phosphonooxy)methyl)tetrahydrofuran-2-yl)pyridin-1-ium-3-carboxylic acid lithium [Li+].O[C@H]1[C@@H](O[C@@H]([C@H]1O)COP(=O)(O)O)[N+]1=CC(=CC=C1)C(=O)O